3-xylylcarbodiimide C=1C(C(C=CC1)(C)N=C=N)C